5-Chloro-2-(1H-imidazol-2-yl)pyridin-3-yl 3-azido-3-deoxy-1-thio-α-D-galactopyranoside N(=[N+]=[N-])[C@@H]1[C@H]([C@@H](SC=2C(=NC=C(C2)Cl)C=2NC=CN2)O[C@@H]([C@@H]1O)CO)O